Hydroxy-1,11-dioxo-N-(2,4,6-trifluorobenzyl)-1,4,5,6,7,11-hexahydro-3H-2,7-methanopyrido[1,2-a][1,4]diazonine-10-carboxamide OC1N2C(C=3N(C(CCC1)C2)C=C(C(C3)=O)C(=O)NCC3=C(C=C(C=C3F)F)F)=O